(S)-1-(1-hydroxy-3-(octadecyloxy)propan-2-yl)-1H-1,2,3-triazole-4-carbonitrile OC[C@@H](COCCCCCCCCCCCCCCCCCC)N1N=NC(=C1)C#N